C(C)OC(=O)C1=NN(C(=C1)C)CC1=CC(=CC=C1)Br 1-(3-bromobenzyl)-5-methyl-1H-pyrazole-3-carboxylic acid ethyl ester